(S)-N-(1-Cyclopropylethyl)-5-(imidazo[1,2-a]pyrimidin-6-yl)pyrrolo[2,1-f]triazin-2-amine C1(CC1)[C@H](C)NN1NN2C(C=C1)=C(C=C2)C=2C=NC=1N(C2)C=CN1